FC(CC1=CC2=C(N=CN=C2N2CC3(C2)CCN(CC3)C(=O)OC(C)(C)C)C=N1)(F)F tert-Butyl 2-(6-(2,2,2-trifluoroethyl)pyrido[3,4-d]pyrimidin-4-yl)-2,7-diazaspiro[3.5]nonane-7-carboxylate